racemic-ethyl 5-(trifluoromethyl)-4,5,6,7-tetrahydro-1H-indazole-3-carboxylate FC([C@H]1CC=2C(=NNC2CC1)C(=O)OCC)(F)F |r|